1-Butyl-3-methylimidazolium Tribromid [Br-].[Br-].[Br-].C(CCC)N1C=[N+](C=C1)C.C(CCC)N1C=[N+](C=C1)C.C(CCC)N1C=[N+](C=C1)C